4-(4-Cyano-3-hydroxy-6-m-tolyl-quinolin-2-yl)-4-oxo-butyric acid ethyl ester C(C)OC(CCC(=O)C1=NC2=CC=C(C=C2C(=C1O)C#N)C=1C=C(C=CC1)C)=O